(±)-ethyl 2-[4-[3-(tert-butylsulfinylamino)oxetan-3-yl]phenyl]acetate C(C)(C)(C)[S@@](=O)NC1(COC1)C1=CC=C(C=C1)CC(=O)OCC |r|